sodium 3,3'-{[(1,2-diphenylethene-1,2-diyl)bis(4,1-phenylene)]bis(oxy)}bis(propane-1-sulfonate) C1(=CC=CC=C1)C(=C(C1=CC=CC=C1)C1=CC=C(C=C1)OCCCS(=O)(=O)[O-])C1=CC=C(C=C1)OCCCS(=O)(=O)[O-].[Na+].[Na+]